C[C@@H]1CN=C2N1C1=C(C=C(C=C1C(N2CC=2C=NN(C2)C)=O)S(=O)(=O)NC2(CC2)C)C2CCN(CC2)C (R)-1-methyl-4-((1-methyl-1H-pyrazol-4-yl)methyl)-N-(1-methylcyclopropyl)-9-(1-methylpiperidin-4-yl)-5-oxo-1,2,4,5-tetrahydroimidazo[1,2-a]quinazoline-7-sulfonamide